N[C@@H](CC(=O)OCN1N=CC(=C1)C=1SC=C(N1)C(NC=1C(=NN(C1)C1CCC(CC1)OCC)C1=NC(=CC=C1F)F)=O)C(=O)OC 4-((4-(4-((3-(3,6-difluoropyridin-2-yl)-1-((1r,4r)-4-ethoxycyclohexyl)-1H-pyrazol-4-yl) carbamoyl) thiazol-2-yl)-1H-pyrazol-1-yl) methyl) 1-methyl L-aspartate